FC1=CC=C(CN2CCN(CC2)C2=NC=NC3=CC=C(C=C23)C=2C=NN(C2)C)C=C1 4-(4-(4-fluorobenzyl)piperazin-1-yl)-6-(1-methyl-1H-pyrazol-4-yl)quinazoline